3-(difluoromethyl)pyrrolidin FC(C1CNCC1)F